OC=1C2=C(N=C(N1)C(=O)N1CCOCC1)C(=CS2)C2=NC=CC=C2 (4-Hydroxy-7-(pyridin-2-yl)thieno[3,2-d]pyrimidin-2-yl)(morpholino)methanone